4-(4-ethylcyclohexyl)cyclohexanecarboxylic acid C(C)C1CCC(CC1)C1CCC(CC1)C(=O)O